FC(COCOC(C(F)F)(F)F)(F)F (2,2,2-trifluoroethoxy)(1,1,2,2-tetrafluoroethoxy)methane